p-chlorophenyl-piperazine hydrochloride salt Cl.ClN1CCN(CC1)C1=CC=CC=C1